S1C=C(C2=C1C=CC=C2)N[C@@H](C)C(=O)O (3-benzothienyl)-alanine